3-(naphthalene-1-carbonyl)-9-oxa-1-azatricyclo[6.3.1.04,12]dodeca-2,4(12),5,7-tetraene C1(=CC=CC2=CC=CC=C12)C(=O)C1=CN2CCOC3=CC=CC1=C23